Cl.N1CCC(CC1)OC1=CC(=NC2=CC=CC=C12)C(F)(F)F 4-(piperidin-4-yloxy)-2-(trifluoromethyl)quinoline hydrochloride